C(C)(C)C1CC(N(C1)C(=O)OC(C)(C)C)(C)C tert-butyl 4-isopropyl-2,2-dimethyl-pyrrolidine-1-carboxylate